C(C)N1N=C(C(=C1)C1=NC(=NC=C1)NC=1C=CC(=NC1)N1CC2CCC(C1)N2C(=O)OC(C)(C)C)C=2C=NC=CC2 tert-Butyl 3-(5-((4-(1-ethyl-3-(pyridin-3-yl)-1H-pyrazol-4-yl)pyrimidin-2-yl)amino)pyridin-2-yl)-3,8-diazabicyclo[3.2.1]octane-8-carboxylate